CN1CCC(CC1)C#CC1=CC=C(OC2=C(N=NN2)C(=O)O)C=C1 5-(4-((1-methylpiperidin-4-yl)ethynyl)phenoxy)-1H-1,2,3-triazole-4-carboxylic acid